ClC1=C(C#N)C=CC(=C1)N1CC2(C[C@H]1C)CCN(CC2)C2=NC=C(N=C2)C(=O)N2CCC(CC2)CN2CCN(CC2)C2=CC(=CC=C2)N[C@H]2C(NC(CC2)=O)=O 2-Chloro-4-((R)-8-(5-(4-((4-(3-(((R)-2,6-dioxopiperidin-3-yl)amino)phenyl)piperazin-1-yl)methyl)piperidine-1-carbonyl)pyrazin-2-yl)-3-methyl-2,8-diazaspiro[4.5]decan-2-yl)benzonitrile